FC1=C(OC2CCN(CC2)C=2N=C3C(=NC2C2=CN=C4N2CCNC4)CN(CC3)C(C)=O)C=CC(=C1)F (2-(4-(2,4-difluorophenoxy)piperidin-1-yl)-3-(5,6,7,8-tetrahydroimidazo[1,2-a]pyrazin-3-yl)-7,8-dihydropyrido[3,4-b]pyrazin-6(5H)-yl)ethan-1-one